Ethyl 9-methoxy-1-(4-(morpholinylmethyl)phenyl)-1,4-dihydrothiochromeno[4,3-c]pyrazole-3-carboxylate 5,5-Dioxide COC=1C2=C(C=CC1)S(CC1=C2N(N=C1C(=O)OCC)C1=CC=C(C=C1)CN1CCOCC1)(=O)=O